N-[2-(4-Ethoxy-phenyl)-ethyl]-3-[3-(4-methoxy-benzyl)-3H-imidazo[4,5-b]pyridin-2-yl]-propionamide C(C)OC1=CC=C(C=C1)CCNC(CCC1=NC=2C(=NC=CC2)N1CC1=CC=C(C=C1)OC)=O